NNC1=NC(N([C@H]2[C@H](O)[C@H](O)[C@@H](CO)O2)C=C1O)=O N4-amino-5-hydroxycytidine